(R)-N'-decylidene-12-hydroxyoctadecanoylhydrazine C(CCCCCCCCC)=NNC(CCCCCCCCCC[C@@H](CCCCCC)O)=O